ethyl 2-[6-[2-ethoxycarbonyl-4-[2-[6-(3-prop-2-enoyloxypropoxy)-2-naphthyl]ethynyl]phenoxy]hexoxy]-5-[2-[6-(3-prop-2-enoyloxypropoxy)-2-naphthyl]ethynyl]benzoate C(C)OC(=O)C1=C(OCCCCCCOC2=C(C(=O)OCC)C=C(C=C2)C#CC2=CC3=CC=C(C=C3C=C2)OCCCOC(C=C)=O)C=CC(=C1)C#CC1=CC2=CC=C(C=C2C=C1)OCCCOC(C=C)=O